N-(5-Cyclopentyl-1H-pyrazol-3-yl)-2-[4-(pyrrolidin-1-ylmethyl)-2-azabicyclo[2.1.1]hexan-2-yl]pyrimidin-4-amine C1(CCCC1)C1=CC(=NN1)NC1=NC(=NC=C1)N1C2CC(C1)(C2)CN2CCCC2